FC1=C(C=CC=C1)NNC(CC[C@H](N)C(=O)O)=O N5-((2-fluorophenyl)amino)-L-glutamine